2-[3-(4-Chloro-3-fluorophenyl)-1-ethyl-1H-1,2,4-triazol-5-yl]-N-[(4-methoxyphenyl)methyl]acetamid ClC1=C(C=C(C=C1)C1=NN(C(=N1)CC(=O)NCC1=CC=C(C=C1)OC)CC)F